(4S)-1-[2-(2,2-difluorocyclopropyloxy)ethyl]-5,5-difluoro-3-(trifluoromethyl)-4,5,6,7-tetrahydro-1H-indazol-4-ol FC1(C(C1)OCCN1N=C(C=2[C@@H](C(CCC12)(F)F)O)C(F)(F)F)F